N-((1R,5S,6s)-3-Oxabicyclo[3.1.0]hexan-6-yl)-4-methoxy-5-(1-methyl-1H-benzo[d][1,2,3]triazol-6-yl)-7H-pyrrolo[2,3-d]pyrimidin-2-amine [C@H]12COC[C@@H]2C1NC=1N=C(C2=C(N1)NC=C2C=2C=CC1=C(N(N=N1)C)C2)OC